S1CCCNC2=C1C=CC=C2 2,3,4,5-tetrahydro-1,5-benzothiazepine